glycerin monolaurate C(CCCCCCCCCCC)(=O)O.OCC(O)CO